C1(CCC1)S(=O)(=O)C1=CC=C(C=C1)S(=O)(=O)N1C[C@@H](CCC1)C(=O)N1CCC(CC1)(F)F (R)-(1-((4-(Cyclobutylsulfonyl)phenyl)sulfonyl)piperidin-3-yl)(4,4-difluoropiperidin-1-yl)methanone